C(C1=CC=CC=C1)[C@@H]1N(C1)C=1NC(C=C(N1)N1CCOCC1)=O 2-[(2S)-2-benzylaziridin-1-yl]-4-morpholino-1H-pyrimidin-6-one